FC1=C(C(=O)NC)C=CC(=C1)C(CC1=NC(=NC(=N1)N[C@@H](CO)CC(C)C)S(=O)(=O)C)C 2-Fluoro-4-(1-(4-(((R)-1-hydroxy-4-methylpent-2-yl)amino)-6-(methylsulfonyl)-1,3,5-triazin-2-yl)propan-2-yl)-N-methylbenzamide